CC1=CC=C(C=N1)C1=CNC2=NC=C(C=C21)C=2C=C1CCOCC1=C(C2)[C@H]2N(CCC2)C(=O)OC(C)(C)C tert-butyl (S)-2-(6-(3-(6-methylpyridin-3-yl)-1H-pyrrolo[2,3-b]pyridin-5-yl)isochroman-8-yl)pyrrolidine-1-carboxylate